C(C)OC(=O)C=1SC(=CN1)C1OCCO1 5-(1,3-Dioxolane-2-yl)thiazole-2-carboxylic acid ethyl ester